CCC(CC)N1N=CC(=C1)C=1C=2N(C=C(N1)C=1C=NN(C1)C[C@@H]1CCC(N1)=O)N=CC2 (S)-5-((4-(4-(1-(pentan-3-yl)-1H-pyrazol-4-yl)pyrazolo[1,5-a]pyrazin-6-yl)-1H-pyrazol-1-yl)methyl)pyrrolidin-2-one